FC(C1=NN(C=C1NC(=O)C=1C=NN2C1N=C(C=C2)N2CCOCC2)CCCCO)F N-[3-(difluoromethyl)-1-(4-hydroxybutyl)pyrazol-4-yl]-5-morpholino-pyrazolo[1,5-a]pyrimidine-3-carboxamide